4,5-dicyano-2-(trifluoromethyl)imidazolide Copper (II) Chloride [Cu](Cl)Cl.C(#N)C=1N=C([N-]C1C#N)C(F)(F)F